CN(C)\C=N\C1=C(C(=O)O)C=CC(=C1)I (E)-2-(((dimethylamino)methylene)amino)-4-iodobenzoic acid